BrC1=C(C=2N(C=C1)N=C(N2)N2C(=CC=C2C)C)OC 7-bromo-2-(2,5-dimethyl-1H-pyrrol-1-yl)-8-methoxy-[1,2,4]triazolo[1,5-a]pyridine